tert-butyl (3S)-3-[[4,5-dichloro-2-(prop-2-en-1-yloxy)phenyl][(2-methylpropane-2-sulfinyl)amino]methyl]pyrrolidine-1-carboxylate ClC1=CC(=C(C=C1Cl)C([C@@H]1CN(CC1)C(=O)OC(C)(C)C)NS(=O)C(C)(C)C)OCC=C